trans-4-(((trans-4-(6-Cyano-5-methoxypyridin-2-yl)cyclohexyl) methyl)(3-(2-cyclopropyloxazol-4-yl)phenyl)carbamoyl)cyclohexyl (2-hydroxyethyl)carbamate OCCNC(O[C@@H]1CC[C@H](CC1)C(N(C1=CC(=CC=C1)C=1N=C(OC1)C1CC1)C[C@@H]1CC[C@H](CC1)C1=NC(=C(C=C1)OC)C#N)=O)=O